COC1=CC=C(C[C@H](N)C(=O)O)C=C1 4-Methoxyphenylalanine